2-[4-[5-Amino-4-cyano-1-(1,1,1-trifluoro-2-methylpropan-2-yl)pyrazol-3-yl]phenyl]-N-[3-(2,2-dimethylpropyl)-1,2-oxazol-5-yl]propanamide NC1=C(C(=NN1C(C(F)(F)F)(C)C)C1=CC=C(C=C1)C(C(=O)NC1=CC(=NO1)CC(C)(C)C)C)C#N